1,5-dimethyl-1H-pyrrolo[3,2-c]pyridin-5-ium hydroxide [OH-].CN1C=CC=2C=[N+](C=CC21)C